CN1N=C(C=C1C)NC1=NC=C(C(=N1)C1=CNC2=C(C=CC=C12)N1C(C2=CC=CC(=C2C1)C1=C2C=NNC2=CC=C1)=O)C 2-(3-(2-((1,5-dimethyl-1H-pyrazol-3-yl)amino)-5-methylpyrimidin-4-yl)-1H-indol-7-yl)-4-(1H-indazol-4-yl)isoindolin-1-one